NC[C@H]1NC([C@H](SCC1)C1=CC(=CC=C1)C(F)(F)F)=O (2R,5S)-5-(aminomethyl)-2-[3-(trifluoromethyl)phenyl]-1,4-thiazepan-3-one